6-((2-Aminopyridin-3-yl)Methyl)-N-(3-Fluoro-5-(Trifluoromethyl)Phenyl)-4,5,6,7-Tetrahydrothieno[2,3-c]Pyridin-3-Carboxamid NC1=NC=CC=C1CN1CC2=C(CC1)C(=CS2)C(=O)NC2=CC(=CC(=C2)C(F)(F)F)F